β-hydroxyisovaleric acid OC(CC(=O)O)(C)C